(1R,2S,3S)-2-hydroxycyclopentane OC1CCCC1